tert-Butyl 10-hydroxy-10-((3-methyl-2-oxopyrazin-1(2H)-yl)methyl)-7-azaspiro[4.5]decane-7-carboxylate OC1(CCN(CC12CCCC2)C(=O)OC(C)(C)C)CN2C(C(=NC=C2)C)=O